6-(benzyloxy)-3-bromo-2-(4-bromophenyl)-1-benzothiophene C(C1=CC=CC=C1)OC1=CC2=C(C(=C(S2)C2=CC=C(C=C2)Br)Br)C=C1